(S)-1-(5-((2-amino-3-chloropyridin-4-yl)thio)imidazo[1,5-a]pyrazin-8-yl)-2'-methyl-4'H,6'H-spiro[piperidine-4,5'-pyrrolo[1,2-b]pyrazol]-4'-amine (trifluoroacetate) FC(C(=O)O)(F)F.NC1=NC=CC(=C1Cl)SC1=CN=C(C=2N1C=NC2)N2CCC1([C@@H](C=3N(N=C(C3)C)C1)N)CC2